FC(C1=NN=C(O1)C=1C=CC(=NC1)CN1N=NC(=C1)C1CN(C1)C(C)=O)F 1-(3-(1-((5-(5-(difluoromethyl)-1,3,4-oxadiazol-2-yl)pyridin-2-yl)methyl)-1H-1,2,3-triazol-4-yl)azetidin-1-yl)ethan-1-one